7-Bromo-1-(tert-butyl)-3-methyl-6-(phenylsulfonyl)-3,6-dihydroimidazo[4,5-d]pyrrolo[2,3-b]pyridin BrC1=CC=2C(=NC=C3C2N(CN3C)C(C)(C)C)N1S(=O)(=O)C1=CC=CC=C1